IC1=CC=CC=C1 iodobenzene